Tert-butyl (1R,3s,5S)-3-(4-(2-(6-chloro-2-methylthieno[2,3-d]pyrimidin-4-yl)cyclopropyl)-3-fluoro-N-methylbenzylamino)-8-azabicyclo[3.2.1]octane-8-carboxylate ClC1=CC2=C(N=C(N=C2C2C(C2)C2=C(C=C(CN(C)C3C[C@H]4CC[C@@H](C3)N4C(=O)OC(C)(C)C)C=C2)F)C)S1